FC1=C(O[C@H]2C[C@]3([C@H](CN(C3)C[C@@H](C3=NC=C(C=C3)O)O)C2)O)C=CC=C1 (3aR,5R,6aS)-5-(2-fluorophenoxy)-2-((S)-2-hydroxy-2-(5-hydroxypyridin-2-yl)ethyl)hexahydrocyclopenta[c]pyrrol-3a(1H)-ol